BrC1=C(C(=C(O[Si](C)(C)C(C)(C)C)C(=C1[2H])[2H])[2H])[2H] (4-bromophenoxy-2,3,5,6-d4)tertiary butyl-dimethyl-silane